Cl.NCC(=O)C1=C(C=CC(=C1)Br)OC(F)(F)F 2-amino-1-(5-bromo-2-(trifluoromethoxy)phenyl)ethan-1-one hydrochloride